CN1N=C(C(=C1)[C@H]1CN(C[C@H](O1)C)C1=NC=NC(=C1)C1=CN=C2N1N=C(C=C2)C(F)(F)F)C (2S,6R)-2-(1,3-dimethyl-1H-pyrazol-4-yl)-6-methyl-4-(6-(6-(trifluoromethyl)imidazo[1,2-b]pyridazin-3-yl)pyrimidin-4-yl)morpholine